5-(1-(2,6-Dioxopiperidin-3-yl)-3-methyl-2-oxo-2,3-dihydro-1H-benzo[d]imidazol-4-yl)pentane-1-sulfonamide O=C1NC(CCC1N1C(N(C2=C1C=CC=C2CCCCCS(=O)(=O)N)C)=O)=O